BrC=1C=C(C(=NC1)OCCCN(C)C)NS(=O)(=O)C1=CC(=CC=C1)C(F)(F)F N-(5-Bromo-2-(3-(dimethylamino)propoxy)pyridin-3-yl)-3-(trifluoromethyl)benzenesulfonamide